FC1=C(C=C(C=C1)C(F)(F)F)C1=C(C(=C2N=C(C(=NC2=C1)N)N)C1=C(C=CC(=C1)C(F)(F)F)F)[N+](=O)[O-] (E)-bis(2-fluoro-5-(trifluoromethyl)phenyl)-6-nitroquinoxaline-2,3-diamine